FC=1C(NC2=CC(=CC=C2C1C)C(=O)OC)=O methyl 3-fluoro-4-methyl-2-oxo-1,2-dihydroquinoline-7-carboxylate